[Si](C)(C)(C(C)(C)C)OCCCCC1=C(C(=NC=C1)C(C)C)NC(O)=O (4-(4-((tert-butyldimethylsilyl)oxy)butyl)-2-isopropylpyridin-3-yl)carbamic acid